1-((2R,5S)-4-(6-chloro-7-(3,7-difluoro-5-methyl-1H-indazol-4-yl)-2-(3-(dimethylamino)azetidin-1-yl)-8-fluoroquinazolin-4-yl)-2,5-dimethylpiperazin-1-yl)prop-2-en-1-one ClC=1C=C2C(=NC(=NC2=C(C1C1=C2C(=NNC2=C(C=C1C)F)F)F)N1CC(C1)N(C)C)N1C[C@H](N(C[C@@H]1C)C(C=C)=O)C